Cl.C(C)OC([C@@H](CC1=CN(C2=CC=CC=C12)C)NC(C[C@H](N)C(=O)OC)=O)=O methyl N4-((R)-1-ethoxy-3-(1-methyl-1H-indol-3-yl)-1-oxopropan-2-yl)-L-asparaginate hydrochloride